di-tert-butyl ((4R)-5-(3-cyclohexyl-5-fluoro-1H-indole-2-carboxamido)-2-(hydroxymethyl)pentane-1,4-diyl)dicarbamate C1(CCCCC1)C1=C(NC2=CC=C(C=C12)F)C(=O)NC[C@@H](CC(CNC(OC(C)(C)C)=O)CO)NC(OC(C)(C)C)=O